C(C)O[Si](CCCSSCCC[Si](OCC)(OCC)OCC)(OCC)OCC di(3-triethoxysilylpropyl) disulfide